BrC1=C(C(=CC(=C1)C)C)NC(CC1=CC=C(C=C1)F)=O N-(2-Bromo-4,6-dimethyl-phenyl)-2-(4-fluoro-phenyl)-acetamide